BrC=1C=C(C=CC1F)N1C=CC2=C1N=C(N=C2)N 7-(3-bromo-4-fluorophenyl)-7H-pyrrolo[2,3-d]pyrimidin-2-amine